ClC1=C(C(=C(C(=C1O)Cl)Cl)Cl)Cl Pentachloro-phenol